3-((2-(trifluoromethyl)phenoxy)methyl)pyrrolidine-1-carboxylic acid tert-butyl ester C(C)(C)(C)OC(=O)N1CC(CC1)COC1=C(C=CC=C1)C(F)(F)F